5-fluoro-2-[4-[(3S)-3-pyrazin-2-yl-isoxazolidine-2-carbonyl]-1-piperidinyl]pyrimidine-4-carboxamide FC=1C(=NC(=NC1)N1CCC(CC1)C(=O)N1OCC[C@H]1C1=NC=CN=C1)C(=O)N